C[C@H]1CC2(OCC(CO2)C2=NC=CC=C2)CCN1C(=O)[C@H](CC(C)C)N1C([C@@H](NCC1)CC(C)C)=O (S)-1-[(S)-1-({(S)-8-Methyl-3-(2-pyridyl)-1,5-dioxa-9-aza-9-spiro[5.5]undecyl}carbonyl)-3-methylbutyl]-3-isobutyl-2-piperazinone